O=C1NC(CC[C@@H]1C=1C=C(C=CC1)N1CCC(CC1)C=O)=O |r| rac-(R)-1-(3-(2,6-dioxopiperidin-3-yl)phenyl)piperidine-4-carbaldehyde